undecenoyl-valerolactam C(C=CCCCCCCCC)(=O)C1C(=O)NCCC1